N1-(6,7-dimethoxyisoquinolin-1-yl)-N3,N3-dimethylbenzene-1,3-diamine COC=1C=C2C=CN=C(C2=CC1OC)NC1=CC(=CC=C1)N(C)C